C(#N)C=1C=C(C=C(C1)C(F)F)N1N=CC(=C1)[C@H](C(=O)NC1=CC(=NN1)C1CC1)C (R)-2-(1-(3-cyano-5-(difluoromethyl)phenyl)-1H-pyrazol-4-yl)-N-(3-cyclopropyl-1H-pyrazol-5-yl)propanamide